CN1CCC2=CC(=CC=C12)NC(CCC)=O N-(1-methyl-2,3-dihydro-1H-indol-5-yl)butanamide